bis(3-(trifluoromethoxy)-phenyl)sulfane FC(OC=1C=C(C=CC1)SC1=CC(=CC=C1)OC(F)(F)F)(F)F